(1S,5S,6S)-2,2-Dimethyl-9-methylene-6-(prop-1-en-2-yl)bicyclo[3.3.1]nonane CC1([C@@H]2CC[C@@H]([C@H](CC1)C2=C)C(=C)C)C